3-(trimethoxysilyl)propyl-methacrylic acid CO[Si](CCCC=C(C(=O)O)C)(OC)OC